ClC1=CC(=C(C(=O)O)C=C1)O 4-chloro-2-hydroxy-benzoic acid